2,3-dihydro-1,3-benzothiazol S1CNC2=C1C=CC=C2